FC1=CC=C(C=C1)C(N1C[C@@H](N(C[C@@H]1C)C1=CC(N(C=2C=CC(=NC12)C#N)C)=O)C(C)C)C1=CC=C(C=C1)F 8-((2S,5S)-4-(bis(4-fluorophenyl)methyl)-2-isopropyl-5-methylpiperazin-1-yl)-5-methyl-6-oxo-5,6-dihydro-1,5-naphthyridine-2-carbonitrile